FC1=C(C=CC(=C1)C[C@H](C(=O)N1CCN(CC1)C)NC(CC)=O)NC(=O)[C@@H](NC(OC(C)(C)C)=O)C1CCC(CC1)C tert-butyl N-[(S)-({2-fluoro-4-[(2R)-3-(4-methylpiperazin-1-yl)-3-oxo-2-propanamidopropyl]phenyl}carbamoyl) [(1r,4S)-4-methylcyclohexyl]methyl]carbamate